FC(C=1N=C(OC1C(=O)N1[C@@H](C2=C(CC1)NC=N2)C=2OC1=C(N2)C=C(C=C1)F)C1=NC=CN=C1)F (S)-(4-(difluoromethyl)-2-(pyrazin-2-yl)oxazol-5-yl)(4-(5-fluorobenzo[d]oxazol-2-yl)-6,7-dihydro-1H-imidazo[4,5-c]pyridin-5(4H)-yl)methanone